C(C)(C)(C)OC(=O)N1CC2CCC(C1)N2C2=NC=NC=1C(=C(C3=C(C21)COC3)C3=C(C=CC2=C3C=C(S2)NC(=O)OC(C)(C)C)F)F 8-[6-[2-(Tert-Butoxycarbonylamino)-5-fluoro-benzothien-4-yl]-5-fluoro-7,9-dihydrofuro[3,4-f]quinazolin-1-yl]-3,8-diazabicyclo[3.2.1]octane-3-carboxylic acid tert-butyl ester